3-(tert-butyl)-N-(2-(2-(2-(trifluoromethyl)cyclopropane-1-carboxamido)pyridin-4-yl)-6,7,8,9-tetrahydro-5H-benzo[7]annulen-5-yl)-1,2,4-oxadiazole-5-carboxamide C(C)(C)(C)C1=NOC(=N1)C(=O)NC1CCCCC2=C1C=CC(=C2)C2=CC(=NC=C2)NC(=O)C2C(C2)C(F)(F)F